5-(6-((4-cyano-2-fluorobenzyl)oxy)pyridin-2-yl)-2,3-dihydro-1H-inden C(#N)C1=CC(=C(COC2=CC=CC(=N2)C=2C=C3CCCC3=CC2)C=C1)F